8'-((2S,5R)-4-acryloyl-2,5-dimethylpiperazin-1-yl)-11'-(2,4-difluorophenyl)-10'-(trifluoromethyl)-2'H,4'H,6'H-spiro[cyclobutane-1,3-[1,4]thiazepino[2,3,4-ij]quinazolin]-6'-one C(C=C)(=O)N1C[C@@H](N(C[C@H]1C)C1=NC(N2C3=C(C(=C(C=C13)C(F)(F)F)C1=C(C=C(C=C1)F)F)SCC1(C2)CCC1)=O)C